(1-naphthoyl)-D-valine tert-butyl ester C(C)(C)(C)OC([C@H](NC(=O)C1=CC=CC2=CC=CC=C12)C(C)C)=O